2-[6-amino-5-[8-[2-[3-[(5R)-1,7-diazaspiro[4.4]nonan-1-yl]prop-1-ynyl]-4-pyridinyl]-3,8-diazabicyclo[3.2.1]oct-3-yl]pyridazin-3-yl]phenol NC1=C(C=C(N=N1)C1=C(C=CC=C1)O)N1CC2CCC(C1)N2C2=CC(=NC=C2)C#CCN2CCC[C@@]21CNCC1